tert-butyl 4-(2-(2-chloro-4-(7,7-difluoro-2-(2-methylazetidin-1-yl)-6,7-dihydro-5H-cyclopenta[d]pyrimidin-4-yl)phenoxy)acetyl)piperazin-1-carboxylate ClC1=C(OCC(=O)N2CCN(CC2)C(=O)OC(C)(C)C)C=CC(=C1)C=1C2=C(N=C(N1)N1C(CC1)C)C(CC2)(F)F